COC(=O)C=1C=NC(=CC1)C1=CC=C(C=C1)N(CCN)C(C)=O 6-[4-[acetyl-(2-aminoethyl)amino]phenyl]pyridine-3-carboxylic acid methyl ester